decyl-dimethyl-carboxylic acid C(CCCCCCCCC)CC(=O)OC